(S)-1-(3-(6-chloro-3-(1H-imidazol-1-yl)-5-methoxy-1-methyl-1H-pyrrolo[3,2-b]-pyridin-2-yl)-1H-1,2,4-triazol-5-yl)-2-methoxyethan-1-ol ClC=1C=C2C(=NC1OC)C(=C(N2C)C2=NNC(=N2)[C@@H](COC)O)N2C=NC=C2